C(C)(C)(C)OC(NC=1SC(=CN1)C([2H])([2H])Cl)=O (5-(Chloromethyl-d2)thiazol-2-yl)carbamic acid tert-butyl ester